(E)-3-benzyl-5-((4-fluorophenyl)(phenyl)methylene)oxazolidine-2,4-dione C(C1=CC=CC=C1)N1C(O/C(/C1=O)=C(\C1=CC=CC=C1)/C1=CC=C(C=C1)F)=O